5-hydroxymethyl-1-[(5-hydroxymethyl-2-furyl)methyl]-1H-pyrrole-2-carbaldehyde OCC1=CC=C(N1CC=1OC(=CC1)CO)C=O